3-(4-methoxyphenyl)cyclobutan-1-one COC1=CC=C(C=C1)C1CC(C1)=O